FC(C=1C=C(CN2C(=NC3=C2NC(CN3)C=3C2=C(C(N(C3)C)=O)NC=C2)C)C=CC1Cl)(F)F 4-(1-(3-trifluoromethyl-4-chlorobenzyl)-2-methyl-1H-imidazo[4,5-b]piperazin-6-yl)-6-methyl-1H-pyrrolo[2,3-c]pyridin-7(6H)-one